FC(C(=O)N1CC(C1)N1N=C(C=2CCCCC12)C1=CC=C(C=C1)C(F)(F)F)=C 2-fluoro-1-(3-(3-(4-(trifluoromethyl)phenyl)-4,5,6,7-tetrahydro-1H-indazol-1-yl)azetidin-1-yl)propan-2-en-1-one